N'-(2,5-dimethyl-4-{3-[(1,1,2,2-tetrafluoroethyl)sulfanyl]phenoxy}phenyl)-N-ethyl-N-methylimido-formamide CC1=C(C=C(C(=C1)OC1=CC(=CC=C1)SC(C(F)F)(F)F)C)N=CN(C)CC